N1(C=NC=C1)C1=CC2=C(C(=N1)C(=O)O)CCC2 3-(imidazol-1-yl)-5H,6H,7H-cyclopenta[c]pyridine-1-carboxylic acid